(S)-(5-(1-(difluoromethyl)-1H-pyrazol-4-yl)-1,3,4-oxadiazol-2-yl)(4-(4-(difluoromethyl)pyrazolo[1,5-a]pyridin-2-yl)-6,7-dihydro-1H-imidazo[4,5-c]pyridin-5(4H)-yl)methanone FC(N1N=CC(=C1)C1=NN=C(O1)C(=O)N1[C@@H](C2=C(CC1)NC=N2)C2=NN1C(C(=CC=C1)C(F)F)=C2)F